COC=1C=C(CNCCCCOCCOC2=NC3=C(C4=CN=CC=C24)C=CC=C3)C=CC1OC(F)(F)F 5-(2-(4-((3-methoxy-4-(trifluoro-methoxy)benzyl)amino)butoxy)ethoxy)benzo[c][2,6]naphthyridine